(R)-(1-(5-fluoro-2-methylpyridin-4-yl)-8-methyl-3-(3-methyl-1,2,4-thiadiazol-5-yl)-5,6-dihydroimidazo[1,5-a]pyrazin-7(8H)-yl)(4-fluorophenyl)methanone FC=1C(=CC(=NC1)C)C=1N=C(N2C1[C@H](N(CC2)C(=O)C2=CC=C(C=C2)F)C)C2=NC(=NS2)C